3-(4-(6-(3-amino-6-(2-(methoxymethoxy)phenyl)pyridazin-4-yl)-2,6-diazaspiro[3.3]heptan-2-yl)pyridin-2-yl)prop-2-yn-1-ol NC=1N=NC(=CC1N1CC2(CN(C2)C2=CC(=NC=C2)C#CCO)C1)C1=C(C=CC=C1)OCOC